2-(2,6-diazaspiro[3.3]heptan-2-ylmethyl)-4-(trifluoromethyl)oxazole C1N(CC12CNC2)CC=2OC=C(N2)C(F)(F)F